C(C)C1=NN2C(N(C3=C(C2=O)CN(C3=O)C[C@@H]3N(CCC3)C(=O)OC(C)(C)C)CC(=O)NC3=NC=C(C=C3)F)=C1 tert-butyl (2R)-2-{[2-ethyl-4-{2-[(5-fluoropyridin-2-yl)amino]-2-oxoethyl}-5,8-dioxo-5,8-dihydro-4H-pyrazolo[1,5-a]pyrrolo[3,4-d]pyrimidin-6(7H)-yl]methyl}pyrrolidine-1-carboxylate